C(CCCCCC)(=O)O.C(O)C(CC)(CO)CO trimethylolpropane n-heptanoate